BrC1=C(C(=C(C(=C1C(C)C1=C(C(=C(C(=C1Br)Br)Br)Br)Br)Br)Br)Br)Br bis(pentabromophenyl)ethane